OC(CCCCCCCCC=CC=CC(=O)O)C(CCCCC)O 14,15-dihydroxy-eicosadienoic acid